[2-(3-methyl-1H-pyrazol-4-yl)pyrido[3,4-d]Pyrimidin-4-yl]Aminopentan-2-ol CC1=NNC=C1C=1N=C(C2=C(N1)C=NC=C2)NCC(CCC)O